cyclopenta[c]pyrrol C1=NC=C2C1=CC=C2